tert-butyl N-(1-cinnolin-5-yl-4-piperidyl)-N-cyclopropyl-carbamate N1=NC=CC2=C(C=CC=C12)N1CCC(CC1)N(C(OC(C)(C)C)=O)C1CC1